2-(((2R)-4-(2-(4-cyano-2,3-dihydrobenzofuran-7-yl)-2-methylbenzo[d][1,3]dioxol-4-yl)-2-methylpiperidin-1-yl)methyl)-1-(((S)-oxetan-2-yl)methyl)-1H-benzo[d]imidazole-6-carboxylic acid C(#N)C1=CC=C(C2=C1CCO2)C2(OC1=C(O2)C=CC=C1C1C[C@H](N(CC1)CC1=NC2=C(N1C[C@H]1OCC1)C=C(C=C2)C(=O)O)C)C